8-Benzyl-2-((4,5-dimethylfuran-2-yl)methyl)-6-(2-fluorophenyl)imidazo[1,2-a]pyrazin-3(7H)-on C(C1=CC=CC=C1)C1=C2N(C=C(N1)C1=C(C=CC=C1)F)C(C(=N2)CC=2OC(=C(C2)C)C)=O